(5R)-N-(1-(((2S)-1-Amino-1-oxobutan-2-yl)amino)-2-(4-ethylphenyl)-1-oxobutan-2-yl)-7,7-dimethyl-5-phenyl-4,5,6,7-tetrahydropyrazolo[1,5-a]pyrimidine-3-carboxamide NC([C@H](CC)NC(C(CC)(C1=CC=C(C=C1)CC)NC(=O)C=1C=NN2C1N[C@H](CC2(C)C)C2=CC=CC=C2)=O)=O